(7S,8R)-7-((S)-5H-imidazo[5,1-a]isoindol-5-yl)-5,6,7,8-tetrahydroimidazo[1,2-a]pyridin-8-ol C=1N=CN2C1C1=CC=CC=C1[C@@H]2[C@H]2[C@H](C=1N(CC2)C=CN1)O